N1N=CC2=CC(=CC=C12)\C(=C(/CC)\C1=CC=CC=C1)\C1=CC=C(C=C1)CCC(=O)O (E)-3-(4-(1-(1H-indazol-5-yl)-2-phenylbut-1-en-1-yl)phenyl)propionic acid